tert-butyl (S)-3-(5-(3,5-difluorophenyl)-3-ureidothiophene-2-carboxamido)piperidine-1-carboxylate FC=1C=C(C=C(C1)F)C1=CC(=C(S1)C(=O)N[C@@H]1CN(CCC1)C(=O)OC(C)(C)C)NC(=O)N